NC1=NC=NN2C1=C(C(=N2)C2=CC=C(C=C2)NC(C=C)=O)C2=CC(=C(C=C2)OC2=NC=CC(=N2)C)F N-(4-(4-amino-5-(3-fluoro-4-((4-methylpyrimidin-2-yl)oxy)phenyl)pyrazolo[5,1-f][1,2,4]triazin-6-yl)phenyl)acrylamide